9,9-dipentyloxy-2-pivaloyloxynonane C(CCCC)OC(CCCCCCC(C)OC(C(C)(C)C)=O)OCCCCC